ClC1=CC=C2C(=C1)NC(C21N(C(C=2N=C(N(C21)C(C)C)C=2C=NC(=CC2OC)OCC)=O)C2=CC(=CC=C2)Cl)=O 6-chloro-5'-(3-chlorophenyl)-2'-(6-ethoxy-4-methoxypyridin-3-yl)-3'-isopropyl-3'H-spiro[indoline-3,4'-pyrrolo[3,4-d]imidazole]-2,6'(5'H)-dione